CN1N=C2N(C3=CC=C(C=C3C2=C1)SC)C1=CC=C(C=C1)C 2-methyl-8-(4-methylphenyl)-5-(methylsulfanyl)-2H,8H-pyrazolo[3,4-b]indole